1-cyclopropyl-3-(3,5-difluoro-2,6-dimethoxypyridine-4-yl)-2-oxo-1,2,3,4-tetrahydropyridine C1(CC1)N1C(C(CC=C1)C1=C(C(=NC(=C1F)OC)OC)F)=O